2-ethylene terephthalate C1(C2=CC=C(C(=O)OCCO1)C=C2)=O